C(C1=CC=CC=C1)OC1=NC(=CC=C1N1CCOC2=C1C=CC=C2N2CCC(CC2)CC(=O)OC(C)(C)C)OCC2=CC=CC=C2 tert-butyl 2-[1-[4-(2,6-dibenzyloxy-3-pyridyl)-2,3-dihydro-1,4-benzoxazin-8-yl]-4-piperidyl]acetate